(Z)-2-(3-methyl-4-(p-tolyl)but-3-en-1-yl)-1,3-dioxolane C/C(/CCC1OCCO1)=C/C1=CC=C(C=C1)C